2-(2,6-dioxopiperazin-3-yl)-6-fluoroisoindoline-1,3-dione O=C1NC(CNC1N1C(C2=CC(=CC=C2C1=O)F)=O)=O